(3R,4S)-1-(3-chlorophenyl-ethyl)-4-methoxy-3-((4-(methylsulfonyl)phenoxy)methyl)piperidine ClC=1C=C(C=CC1)CCN1C[C@@H]([C@H](CC1)OC)COC1=CC=C(C=C1)S(=O)(=O)C